C1=NC=CC2=CC(=CC=C12)/C=C/C(=O)C1=C(C=CC=C1)OC (E)-3-(isoquinolin-6-yl)-1-(2-methoxyphenyl)prop-2-en-1-one